CC(COC(C=C)=O)N1C(CCC1)=O N-(1-methyl-2-acryloyloxyethyl)pyrrolidone